FC=1C(=C(C=CC1F)[C@H]1[C@@H](O[C@]([C@H]1C)(C(F)(F)F)C)C(=O)NC=1C=NC(=NC1)[C@@H](CO)O)OC(C)C (2R,3S,4S,5R)-3-(3,4-difluoro-2-isopropoxyphenyl)-N-(2-((S)-1,2-dihydroxyethyl)pyrimidin-5-yl)-4,5-dimethyl-5-(trifluoromethyl)tetrahydrofuran-2-carboxamide